2-[2-fluoro-4-methyl-5-(2,2,2-trifluoroethyl-sulfanyl)phenyl]imino-3-(2,2,2-trifluoroethyl)thiazolidin-4-one FC1=C(C=C(C(=C1)C)SCC(F)(F)F)N=C1SCC(N1CC(F)(F)F)=O